Trans-4-(3-chloro-4-methoxyphenyl)cyclohexane-carbaldehyde ClC=1C=C(C=CC1OC)[C@@H]1CC[C@H](CC1)C=O